C(C1=CC=CC=C1)OC=1C=C(C=CC1OCC1=CC=CC=C1)C[C@@H](C)NCC(CO[Si](C1=CC=CC=C1)(C1=CC=CC=C1)C(C)(C)C)(F)F (R)-N-(1-(3,4-di(benzyloxy)phenyl)propan-2-yl)-3-((tert-butyldiphenylsilyl)oxy)-2,2-Difluoropropan-1-amine